C(C)OCC1(CCN(CC1)CC1=C(C=C(C=C1)NC(C)=O)F)CCC1=CC=CC=C1 N-(4-((4-(ethoxymethyl)-4-phenethylpiperidin-1-yl)methyl)-3-fluorophenyl)acetamide